(S)-N-(4-isopropyl-1-methyl-5-(4-(trifluoromethoxy)phenyl)-1H-pyrazol-3-yl)-2-(2,2,3,3-tetrafluorocyclobutyl)acetamide C(C)(C)C=1C(=NN(C1C1=CC=C(C=C1)OC(F)(F)F)C)NC(C[C@@H]1C(C(C1)(F)F)(F)F)=O